Cl.NC/C(/CN1N=C2N(C=C(C=C2)C=2C=NC(=CC2)N2CCOCC2)C1=O)=C\F 2-[(2E)-2-(aminomethyl)-3-fluoroprop-2-en-1-yl]-6-[6-(morpholin-4-yl)pyridin-3-yl][1,2,4]triazolo[4,3-a]pyridin-3(2H)-one hydrochloride